BrC=1C=C(CCl)C=C(N1)F 2-bromo-6-fluoroisonicotinyl chloride